4-(6-Bromo-2-(1-methylcyclopropyl)imidazo[1,2-a]pyridin-8-yl)morpholine BrC=1C=C(C=2N(C1)C=C(N2)C2(CC2)C)N2CCOCC2